tert-Butyl 2-((2,6-dimethoxy-4-(2-methyl-1-oxo-1,2-dihydro-2,7-naphthyridin-4-yl)benzyl)(methyl)amino)acetate COC1=C(CN(CC(=O)OC(C)(C)C)C)C(=CC(=C1)C1=CN(C(C2=CN=CC=C12)=O)C)OC